2-(4-(4-(4-methylpiperazin-1-yl)piperidin-1-yl)-2,3-dihydrobenzofuran-7-yl)-N4-(1-(methylsulfonyl)indolin-7-yl)-7H-pyrrolo[2,3-d]pyrimidine-2,4-diamine CN1CCN(CC1)C1CCN(CC1)C1=CC=C(C2=C1CCO2)C2(N=C(C1=C(N2)NC=C1)NC=1C=CC=C2CCN(C12)S(=O)(=O)C)N